tert-butyl 4-[[(2S,6S)-4-[4-[(2,6-dioxo-3-piperidyl)amino]-2,6-difluoro-phenyl]-2,6-dimethyl-piperazin-1-yl]methyl]piperidine-1-carboxylate O=C1NC(CCC1NC1=CC(=C(C(=C1)F)N1C[C@@H](N([C@H](C1)C)CC1CCN(CC1)C(=O)OC(C)(C)C)C)F)=O